C(C)N1N=C(C2=C(C=CC=C12)C(C(=O)O)N1CC(C1)OCCCCCC1=NC=2NCCCC2C=C1)C 2-(1-ethyl-3-methyl-1H-indazol-4-yl)-2-(3-(5-(5,6,7,8-tetrahydro-1,8-naphthyridin-2-yl)pentyloxy)azetidin-1-yl)acetic acid